(2S,5R)-5-(2-fluorophenyl)-1-(4-(2-methoxypyridin-3-yl)benzoyl)pyrrolidine-2-carboxylic acid FC1=C(C=CC=C1)[C@H]1CC[C@H](N1C(C1=CC=C(C=C1)C=1C(=NC=CC1)OC)=O)C(=O)O